Cl.Cl.COC1=C(C=CC=C1OC)C1=CC2=C(NC(=N2)CCN)C=C1 2-(5-(2,3-dimethoxyphenyl)-1H-benzo[d]imidazol-2-yl)ethan-1-amine dihydrochloride